tert-butyl 4-[(6-{3-[(1R)-6-chloro-1-hydroxy-2,3-dihydro-1H-indene-4-sulfonamido]-2,6-difluorophenyl}-5-fluoroquinazolin-2-yl)amino]piperidine-1-carboxylate ClC=1C=C(C=2CC[C@H](C2C1)O)S(=O)(=O)NC=1C(=C(C(=CC1)F)C=1C(=C2C=NC(=NC2=CC1)NC1CCN(CC1)C(=O)OC(C)(C)C)F)F